N-((1S)-(4,4-difluorocyclohexyl)(3-(tert-butyl)-2-(((3R,5S)-2-oxo-5-(trifluoromethyl)piperidin-3-yl)methyl)imidazo[1,2-b][1,2,4]triazin-6-yl)methyl)-1-ethyl-1H-pyrazole-5-carboxamide FC1(CCC(CC1)[C@H](NC(=O)C1=CC=NN1CC)C=1N=C2N(N=C(C(=N2)C(C)(C)C)C[C@@H]2C(NC[C@H](C2)C(F)(F)F)=O)C1)F